C(N)(O[C@H]1[C@H](C2=C(C=CC=C2C1)F)OCOC)=O (1S,2R)-7-fluoro-1-(methoxymethoxy)-2,3-dihydro-1H-inden-2-yl carbamate